BrC=1C(=NC=CC1)NC1=CC=C(C=C1)F 3-bromo-N-(4-fluorophenyl)pyridin-2-amine